9,10-bis(3,5-diphenylphenyl)anthracene SULFUR SULFATE S(=O)(=O)([O-])[O-].[S+2].C1(=CC=CC=C1)C=1C=C(C=C(C1)C1=CC=CC=C1)C=1C2=CC=CC=C2C(=C2C=CC=CC12)C1=CC(=CC(=C1)C1=CC=CC=C1)C1=CC=CC=C1